CC(C(=O)O)(C=1NC=CN1)C α,α-dimethylimidazoleacetic acid